CN1C(C=2N(C3=CC=CC=C13)C(=C(C2C2=CC=C(C=C2)SC2=CC=CC=C2)C#N)C2=CC=CC=C2)=O 5-methyl-4-oxo-1-phenyl-3-(4-(phenylsulfanyl)phenyl)-4,5-dihydropyrrolo[1,2-a]quinoxaline-2-carbonitrile